(S)-5-oxopiperidine-2-carboxylic acid butyl ester C(CCC)OC(=O)[C@H]1NCC(CC1)=O